C(C)(C)(C)C1=NNC(=C1O)CC 3-tert-Butyl-4-hydroxy-5-ethyl-pyrazol